3-(trihydroxy silyl)propyl-methylphosphonate O[Si](CCCOP([O-])(=O)C)(O)O